Methyl (S)-2-((4-bromo-5-chloro-2-oxopyridin-1(2H)-yl)methyl)-1-(4,4-dimethyltetrahydrofuran-3-yl)-4-fluoro-1H-benzo[d]imidazole-6-carboxylate BrC1=CC(N(C=C1Cl)CC1=NC2=C(N1[C@@H]1COCC1(C)C)C=C(C=C2F)C(=O)OC)=O